C(C=O)(=O)O glyoxylic acid